CC1(CN(CCN1S(=O)(=O)C=1C=NN(C1)CCC)C=1C=C2C=NN(C2=CC1)C1=CC=C(C=C1)F)C 5-(3,3-dimethyl-4-((1-1-propyl-1H-pyrazol-4-yl)sulfonyl)piperazin-1-yl)-1-(4-fluorophenyl)-1H-indazole